1-((2S)-2-fluorocyclopropyl)-8-chloro-6-fluoro-1,4-dihydro-7-((3S)-3-hydroxypyrrolidinyl)-4-oxo-3-quinolinecarboxylic acid F[C@@H]1C(C1)N1C=C(C(C2=CC(=C(C(=C12)Cl)N1C[C@H](CC1)O)F)=O)C(=O)O